C1(CC1)O[C@H](CN1C(=NC2=C1C=C(C=C2)C(=O)O)CN2[C@H](C[C@H](CC2)OC2=NC(=NC=C2)COC2=C(C=C(C=C2)F)F)C)C 1-((S)-2-cyclopropoxypropyl)-2-(((2S,4S)-4-((2-((2,4-difluorophenoxy)methyl)pyrimidin-4-yl)oxy)-2-methylpiperidin-1-yl)methyl)-1H-benzo[d]imidazole-6-carboxylic acid